2-(tert-butoxycarbonyl)-N6-(4-(4-iodophenyl)butanoyl)-L-lysine C(C)(C)(C)OC(=O)[C@](N)(CCCCNC(CCCC1=CC=C(C=C1)I)=O)C(=O)O